Cyclohexylmethyl-(2-oxocyclohexyl)sulfonium p-toluenesulfonate salt CC1=CC=C(C=C1)S(=O)(=O)[O-].C1(CCCCC1)C[SH+]C1C(CCCC1)=O